C(CCC)OC(C=C)=O.C(C=C)(=O)N acrylamide Butyl-acrylate